1-(3-iodobutyl)-4-methylbenzene IC(CCC1=CC=C(C=C1)C)C